CN(C(=O)C=1C=C(C=CC1O)NC(=O)C1=CC2=C(S1)C=CC=C2C=2C=C1C(=NC2)NC=C1)C N-(3-(dimethylcarbamoyl)-4-hydroxyphenyl)-4-(1H-pyrrolo[2,3-b]pyridin-5-yl)benzo[b]thiophene-2-carboxamide